isopropyl (S)-6-diazo-2-((S)-oxetane-2-carboxamido)-5-oxohexanoate [N+](=[N-])=CC(CC[C@@H](C(=O)OC(C)C)NC(=O)[C@H]1OCC1)=O